FC(C1=CCC(C=C1)(C=1NC=C(N1)COCC[Si](C)(C)C)CC=1C=2C(N=CN1)=NC(CC2)=O)(F)F 4-[4-(trifluoromethyl)-1-{[2-(trimethyl-silyl)ethoxy]methyl-imidazol-2-yl}phenyl-methyl]pyrido[2,3-d]pyrimidin-7-one